tetratriacontyl palmitoleate C(CCCCCCC\C=C/CCCCCC)(=O)OCCCCCCCCCCCCCCCCCCCCCCCCCCCCCCCCCC